(RS)-(2-(4-bromo-2H-1,2,3-triazol-2-yl)-5-chlorophenyl)(4-methyl-2-((2-methylbenzo[d]thiazol-6-yl)methyl)pyrazolidin-1-yl)methanone BrC1=NN(N=C1)C1=C(C=C(C=C1)Cl)C(=O)N1N(C[C@H](C1)C)CC1=CC2=C(N=C(S2)C)C=C1 |r|